C(C)(C)(C)C1=CC=C(C=C1)[C@@H]1CC[C@H](CC1)C(=O)OC Methyl (trans)-4-(4-(tert-butyl)phenyl)cyclohexane-1-carboxylate